COC1=CC=CC(=N1)N1CCN(CC1)C(=O)OC(C)(C)C tert-butyl 4-(6-methoxy-2-pyridyl)piperazine-1-carboxylate